4-methyl-N-(5-(trifluoromethyl)-1-(4-(trifluoromethyl)benzyl)-1H-indazol-3-yl)thiazole-5-carboxamide CC=1N=CSC1C(=O)NC1=NN(C2=CC=C(C=C12)C(F)(F)F)CC1=CC=C(C=C1)C(F)(F)F